(6S,9S,12S,15S,18R,19R)-19-decyl-6-[(1S)-1-hydroxyethyl]-9-(hydroxymethyl)-15-isobutyl-16,18-dimethyl-12-propyl-1-oxa-4,7,10,13,16-pentazacyclononadecane-2,5,8,11,14,17-hexone C(CCCCCCCCC)[C@@H]1[C@H](C(N([C@H](C(N[C@H](C(N[C@H](C(N[C@H](C(NCC(O1)=O)=O)[C@H](C)O)=O)CO)=O)CCC)=O)CC(C)C)C)=O)C